CC=1OC=2C(=NC=C(C2)N)N1 2-methyl-oxazolo[4,5-b]pyridin-6-amine